COC=1C=C(C=C2CCC(OC12)C=1C=NC(=CC1)C)CN1C=NC=2C1=NC=C(C2)C#CC(C)(N)C 4-(3-((8-methoxy-2-(6-methylpyridin-3-yl)chroman-6-yl)methyl)-3H-imidazo[4,5-b]pyridin-6-yl)-2-methylbut-3-yn-2-amine